C(#N)[C@@H]1CN(C[C@H]1O)C1=C(C=C(C=C1)S(=O)(=O)N(C)C)C=1NC2=CC=CC=C2C1 4-((3S,4S)-3-cyano-4-hydroxypyrrolidin-1-yl)-3-(1H-indol-2-yl)-N,N-dimethylbenzenesulfonamide